4-methyl-3-(piperidin-1-ylsulfonyl)aniline CC1=C(C=C(N)C=C1)S(=O)(=O)N1CCCCC1